C(C)(C)(C)C1=C(C2=C(N=CN=C2OC2=C(C=CC=C2)F)S1)C1=CC(=C(C=C1)Cl)Cl 6-tert-butyl-5-(3,4-dichlorophenyl)-4-(2-fluorophenoxy)thieno[2,3-d]pyrimidine